1,1,2,2,4,5,5,7,8,8-decafluoro-4-trifluoromethyl-3,6-dioxa-7-octenyl-phosphonic acid diethyl ester C(C)OP(OCC)(=O)C(C(OC(C(OC(=C(F)F)F)(F)F)(C(F)(F)F)F)(F)F)(F)F